3-((10-(4-(tert-butyl)phenyl)dec-9-yn-1-yl)thio)propyl hydrogen ((((R)-1-(6-amino-9H-purin-9-yl)propan-2-yl)oxy)methyl)phosphonate NC1=C2N=CN(C2=NC=N1)C[C@@H](C)OCP(OCCCSCCCCCCCCC#CC1=CC=C(C=C1)C(C)(C)C)(O)=O